N5-(5-methoxy-4-(3-(pyrrolidin-1-yl)propoxy)pyridin-2-yl)-N3-methylpyridazine-3,5-diamine COC=1C(=CC(=NC1)NC=1C=C(N=NC1)NC)OCCCN1CCCC1